(E)-3-((1-(4-bromobut-2-en-1-yl)-5-carbamoyl-2-(1-ethyl-3-methyl-1H-pyrazole-5-carboxamido)-1H-benzo[d]imidazol-7-yl)oxy)propyl 1-ethyl-3-methyl-1H-pyrazole-5-carboxylate C(C)N1N=C(C=C1C(=O)OCCCOC1=CC(=CC2=C1N(C(=N2)NC(=O)C2=CC(=NN2CC)C)C\C=C\CBr)C(N)=O)C